2,7-dimethylquinoxalin-6-amine CC1=NC2=CC(=C(C=C2N=C1)N)C